5-[4-amino-5-(trifluoromethyl)pyrrolo[2,1-f][1,2,4]triazin-7-yl]-N-{4-fluoro-1-[(5-methyl-1,2-oxazol-3-yl)methyl]pyrrolidin-3-yl}-2-methoxypyridine-3-carboxamide NC1=NC=NN2C1=C(C=C2C=2C=C(C(=NC2)OC)C(=O)NC2CN(CC2F)CC2=NOC(=C2)C)C(F)(F)F